Cl.BrC1=NC(=C(C2=CC=CC=C12)Br)[C@H](CC1=CC(=CC(=C1)F)F)N (S)-1-(1,4-dibromoisoquinolin-3-yl)-2-(3,5-difluorophenyl)ethylamine hydrochloride